5-oxo-1,2,3,5-tetrahydroimidazo[1,2-a]pyridine-7-carboxylic acid O=C1C=C(C=C2N1CCN2)C(=O)O